BrC1=NOC(=N1)C1=C(C(=NC=C1)OC(C)C)Cl (3-bromo-1,2,4-oxadiazol-5-yl)-3-chloro-2-isopropoxypyridine